CC1=C(C(=CC(=C1)Br)C)S(=O)(=O)Cl 2,6-dimethyl-4-bromobenzenesulfonyl chloride